5-[(2-amino-3-fluoropyridin-4-yl)methyl]-3,4-difluoro-2-(2-fluoro-4-iodoanilino)benzoic acid methyl ester COC(C1=C(C(=C(C(=C1)CC1=C(C(=NC=C1)N)F)F)F)NC1=C(C=C(C=C1)I)F)=O